4-((3S,4R)-3-(dimethylamino)-4-hydroxy-3-(3-(trifluoromethyl)-phenethyl)piperidin-1-yl)-2,6-difluoro-N-(pyrimidin-4-yl)benzenesulfonamide CN([C@]1(CN(CC[C@H]1O)C1=CC(=C(C(=C1)F)S(=O)(=O)NC1=NC=NC=C1)F)CCC1=CC(=CC=C1)C(F)(F)F)C